C(C=C)N1COC2=C(C1)C=C(C=C2)CCCCCCCC 3-allyl-6-octyl-3,4-dihydro-2H-benzo[e][1,3]Oxazine